1-HEPTANESULFONYL CHLORIDE C(CCCCCC)S(=O)(=O)Cl